triphenyleno[1,2-b]benzofuran C1=CC=CC2=C3C=CC=CC3=C3C=CC4=C(OC5=C4C=CC=C5)C3=C12